C(CCCC)OC(=S)[S-].[Na+] sodium pentylxanthate